COC1=CC=C(C=C1)N1CCN(CC1)C(=O)C1=CC(=C(C=C1)S(=O)CC(=O)OCC)[N+](=O)[O-] Ethyl 2-((4-(4-(4-methoxyphenyl)piperazine-1-carbonyl)-2-nitrophenyl)sulfinyl)acetate